3-acetyl-N-[(1S)-1-[4-(4-chloro-2,3,7,10-tetrazatricyclo[7.4.0.02,6]trideca-1(9),3,5,7-tetraen-10-yl)phenyl]-2,2,2-trifluoro-ethyl]-N-methyl-2-oxo-oxazolidine-4-carboxamide C(C)(=O)N1C(OCC1C(=O)N(C)[C@H](C(F)(F)F)C1=CC=C(C=C1)N1C=2C=NC3=CC(=NN3C2CCC1)Cl)=O